(R)-3-Hydroxy-1-methyl-3-(3-(6-(2-(((R)-1-(pyridin-4-yl)ethyl)amino)pyrimidin-4-yl)pyridin-2-yl)isoxazol-5-yl)pyrrolidin-2-one O[C@@]1(C(N(CC1)C)=O)C1=CC(=NO1)C1=NC(=CC=C1)C1=NC(=NC=C1)N[C@H](C)C1=CC=NC=C1